ClC1=NN(C=C1C(=O)NC1CCC(CC1)NC1=NN(C(C(=C1)C(F)(F)F)=O)CC(F)(F)F)CC(F)(F)F 3-chloro-N-((1S,4S)-4-((6-oxo-1-(2,2,2-trifluoroethyl)-5-(trifluoromethyl)-1,6-dihydropyridazin-3-yl)amino)cyclohexyl)-1-(2,2,2-trifluoroethyl)-1H-pyrazole-4-carboxamide